methyl 2'-p-methoxyphenyl-5'-(E)-styryl-6-oxo-6H-spiro(benzo[d][1,3]dioxine-5,1'-cyclopentane)-3',3'-dicarboxylate COC1=CC=C(C=C1)C1C2(C(CC1(C(=O)OC)C(=O)[O-])\C=C\C1=CC=CC=C1)C(C=CC=1OCOCC12)=O